7-(1-(2-fluoro-6-methylphenyl)piperidin-4-yl)-3-methyl-5-((3-(trifluoromethoxy)pyridin-2-yl)methyl)pyrido[2,3-b]pyrazin-6(5H)-one FC1=C(C(=CC=C1)C)N1CCC(CC1)C1=CC=2C(=NC(=CN2)C)N(C1=O)CC1=NC=CC=C1OC(F)(F)F